C(C)N1N=C(C=C1C=1NC(=NN1)C1=C2C=NN(C2=CC(=C1)C(=O)N)CCN(C)CCOC)C 4-[5-(1-ethyl-3-methyl-1H-pyrazol-5-yl)-4H-1,2,4-triazol-3-yl]-1-{2-[(2-methoxyethyl)(methyl)amino]ethyl}-1H-indazole-6-carboxamide